2-(2-([1,1'-biphenyl]-4-yl)-3,3-difluoroallyl)-1,3-dioxolane C1(=CC=C(C=C1)C(CC1OCCO1)=C(F)F)C1=CC=CC=C1